C1(CC1)C1=CC(=C(C(=C1)C)N1N=C2N=C(NC(C2=C1)=O)[C@@]1(COCC1)F)C 2-(4-cyclopropyl-2,6-dimethylphenyl)-6-[(3S)-3-fluorooxolan-3-yl]-2,5-dihydro-4H-pyrazolo[3,4-d]pyrimidin-4-one